C(C)[C@@H]1CN(S(C2=C(O1)C=CC=C2)(=O)=O)CC=2C=C(C=CC2C)[C@@H](C(C(=O)OC)(C)C)OCC=2N=NN(C2)CC (S)-methyl 3-(3-(((R)-4-ethyl-1,1-dioxido-3,4-dihydro-2H-benzo[b][1,4,5]oxathiazepin-2-yl)methyl)-4-methylphenyl)-3-((1-ethyl-1H-1,2,3-triazol-4-yl)methoxy)-2,2-dimethylpropanoate